P(=O)(O)(O)[O-].[Na+].ClC1=C(C=CC=C1Cl)[C@@H]1N(OCC1)C1=CC(=NC=N1)NC=1C(=CC(=C(C1)NC(C=C)=O)N1CCC(CC1)N1CCN(CC1)C(C)C)OC N-(5-((6-((R)-3-(2,3-dichlorophenyl)isoxazolidine-2-yl)pyrimidine-4-yl)amino)-2-(4-(4-isopropylpiperazine-1-yl)piperidine-1-yl)-4-methoxyphenyl)acrylamide sodium di-hydrogen phosphate